F[C@H](C(=O)OC)C methyl 2-(S)-fluoropropionate